CC1=C(C=CC=C1)NC1=C(C=C(C=C1)NC1CCCCC1)C N-(2-methylphenyl)-N'-cyclohexyl-2-methyl-1,4-phenylenediamine